2-(N,N-dimethylaminoethyl)acrylate CN(C)CCC(C(=O)[O-])=C